FC=1C=C(C=CC1F)N(C(=O)[C@H]1N(C[C@H](C1)N1CC(C1)O)C1=NC(=CC(=C1)C(F)(F)F)C)CC (2S,4S)-N-(3,4-Difluorophenyl)-N-ethyl-4-(3-hydroxyazetidin-1-yl)-1-(6-methyl-4-(trifluoromethyl)-pyridin-2-yl)pyrrolidine-2-carboxamide